FC1=CC(=CC2=CN(N=C12)C)C1=NC=2C=CN(C(C2C=C1)=O)[C@@H]1C[C@@H](NCC1)C 2-(7-fluoro-2-methyl-indazol-5-yl)-6-[(2S,4S)-2-methyl-4-piperidyl]-1,6-naphthyridin-5-one